1,8-bis(4-aminophenoxy)nonane NC1=CC=C(OCCCCCCCC(C)OC2=CC=C(C=C2)N)C=C1